(1R,4R)-4-((tert-butyldiphenylsilyl)oxy)cyclohexanol [Si](C1=CC=CC=C1)(C1=CC=CC=C1)(C(C)(C)C)OC1CCC(CC1)O